5-(1H-imidazol-1-yl)-2-(3-((2,2,6,6-tetramethylpiperidin-4-ylidene)methyl)-1,2,4-triazin-6-yl)phenol N1(C=NC=C1)C=1C=CC(=C(C1)O)C1=CN=C(N=N1)C=C1CC(NC(C1)(C)C)(C)C